4-Chloro-N-(pyridin-3-yl)nicotinamide-1-oxide ClC1=CC=[N+](C=C1C(=O)NC=1C=NC=CC1)[O-]